ClC1=C(C(=CC=C1Cl)F)[C@]1(CN(CC1)C(C=C)=O)NC1=CC=C2C(=NN(C2=C1)CCO)C(F)(F)F 1-[(3R)-3-(2,3-Dichloro-6-fluorophenyl)-3-{[1-(2-hydroxyethyl)-3-(trifluoromethyl)indazol-6-yl]amino}pyrrolidin-1-yl]prop-2-en-1-one